4-((2-((1-acetyl-3-oxoindolin-2-ylidene)methyl)quinolin-4-yl)methyl)-morpholin-3-one C(C)(=O)N1C(C(C2=CC=CC=C12)=O)=CC1=NC2=CC=CC=C2C(=C1)CN1C(COCC1)=O